4-(2-Methoxy-4-amino-phenyl)morpholine COC1=C(C=CC(=C1)N)N1CCOCC1